ClC1CN(C2=C(O1)C(=CC=C2)S(=O)(=O)Cl)CC chloro-4-ethyl-3,4-dihydro-2H-benzo[b][1,4]oxazine-8-sulfonyl chloride